C(C1=CC=CC=C1)(=O)O.CSC.[F] fluorine methyl sulfide benzoate